2-((5-(3-(Cyclobutylmethyl)ureido)-2-methoxy-4-morpholinophenyl)amino)-4-(1-methyl-1H-indol-3-yl)pyrimidine-5-carboxylic acid isopropyl ester C(C)(C)OC(=O)C=1C(=NC(=NC1)NC1=C(C=C(C(=C1)NC(=O)NCC1CCC1)N1CCOCC1)OC)C1=CN(C2=CC=CC=C12)C